2,2-dimethyl-4,6-dioxo-1,3-dioxane CC1(OC(CC(O1)=O)=O)C